(1S,3R,4S,5S,6R)-4,5-bis(benzyloxy)-3-((benzyloxy)methyl)-2,7-dioxabicyclo[4.1.0]heptane C(C1=CC=CC=C1)O[C@H]1[C@H](O[C@@H]2O[C@@H]2[C@H]1OCC1=CC=CC=C1)COCC1=CC=CC=C1